(R)-3-(1-(tert-butyl)-3-((6-((1-methylpiperidin-4-yl)oxy)pyrazin-2-yl)amino)-1H-pyrazol-5-yl)cyclopentan-1-one C(C)(C)(C)N1N=C(C=C1[C@H]1CC(CC1)=O)NC1=NC(=CN=C1)OC1CCN(CC1)C